1-(4-(benzylamino)-7-(((3-hydroxycyclopentyl)amino)methyl)pyrrolo[2,1-f][1,2,4]triazin-2-yl)-2-methyl-1H-indole-4-carboxamide C(C1=CC=CC=C1)NC1=NC(=NN2C1=CC=C2CNC2CC(CC2)O)N2C(=CC=1C(=CC=CC21)C(=O)N)C